C(C1=CC=CC=C1)(=O)N1N=C(C(=C1N(C)CC=1SC(=CC1)Cl)F)C1CN(CCC1C)S(=O)(=O)C 1-benzoyl-N-[(5-chlorothiophen-2-yl)methyl]-4-fluoro-3-(1-methanesulfonyl-4-methylpiperidin-3-yl)-N-methyl-1H-pyrazol-5-amine